C1CCCCC1 r-cyclohexan